BrC=1C=C(C=C(C1)OC)C1(COC1)O 3-(3-Bromo-5-methoxyphenyl)oxetan-3-ol